2,3,8,8-tetramethyl-1,2,3,4,5,6,7,8-octa-hydro-2-naphthalenyl methyl ketone CC(=O)C1(CC=2C(CCCC2CC1C)(C)C)C